[N+](=O)([O-])OCC1=[N+](ON=C1)[O-] 3-((nitrooxy)methyl)-1,2,5-oxadiazole 2-oxide